Methyl (R)-6-(5-(((1-(2-chloro-5-fluoropyridin-3-yl)ethoxy)carbonyl)amino)-1-methyl-1H-1,2,3-triazol-4-yl)nicotinate ClC1=NC=C(C=C1[C@@H](C)OC(=O)NC1=C(N=NN1C)C1=NC=C(C(=O)OC)C=C1)F